ClC1=C(C=CC(=C1)CNC)N1N=C2C(=CC(=CC2=C1)F)C(=O)N 2-{2-chloro-4-[(methylamino)methyl]phenyl}-5-fluoro-2H-indazole-7-carboxamide